4-Methyl-2-(1-methyl-1H-pyrazol-4-yl)-6,7-dihydro-5H-pyrrolo[3,4-b]pyridin-5-one CC1=C2C(=NC(=C1)C=1C=NN(C1)C)CNC2=O